1,2-bisbromomethyl-3-nitrobenzene BrCC1=C(C(=CC=C1)[N+](=O)[O-])CBr